C(C1=CC=CC=C1)O[C@@H](CCOCCCN1C=NC(=C1)Br)C 1-[3-[(3R)-3-benzyloxybutoxy]propyl]-4-bromo-imidazole